1-Tert-butyl-N-{4-chloro-2-fluoro-5-[8-(morpholin-4-yl)imidazo[1,2-a]pyridin-6-yl]phenyl}imidazole-4-carboxamide C(C)(C)(C)N1C=NC(=C1)C(=O)NC1=C(C=C(C(=C1)C=1C=C(C=2N(C1)C=CN2)N2CCOCC2)Cl)F